OC[C@H]1N(C[C@@H]([C@H]([C@@H]1O)O)O)CCCC1=CC(=CC=C1)OCCC (2R,3R,4R,5S)-2-(hydroxymethyl)-1-(3-(3-propoxyphenyl)propyl)piperidine-3,4,5-triol